6,10-dimethylundec-4,5,9-trien-2-one CC(=C=CCC(C)=O)CCC=C(C)C